O1C(CCC1)COC(C(=C)C)=O.C(C(=C)C)(=O)OCCCO hydroxypropyl methacrylate (tetrahydrofuran-2-yl)methyl-methacrylate